dihydroxyhept-2-ene OC(=C(C)O)CCCC